tert-Butyl 1-[(5-methoxypyridin-2-yl)methyl]-2-oxo-1,2,5,6,7,8-hexahydro-1,7-naphthyridine-7-carboxylate COC=1C=CC(=NC1)CN1C(C=CC=2CCN(CC12)C(=O)OC(C)(C)C)=O